N-(3-chloro-5-(methylsulfonamido)phenyl)-5-(5-chloropyridin-2-yl)-1-methyl-1H-pyrrole-3-carboxamide ClC=1C=C(C=C(C1)NS(=O)(=O)C)NC(=O)C1=CN(C(=C1)C1=NC=C(C=C1)Cl)C